C(C)O[Si](CCCC(CS(=O)(=O)O)S(=O)(=O)O)(OCC)OCC 5-(triethoxysilyl)pentane-1,2-disulfonic acid